4-amino-N,3-dimethyl-N-((3S)-6-(pentafluoro-lambda~6~-sulfanyl)-2,3-dihydro-1-benzo-furan-3-yl)-3H-pyrazolo[3,4-c]quinoline-8-carboxamide NC1=NC=2C=CC(=CC2C2=C1N(N=C2)C)C(=O)N([C@@H]2COC1=C2C=CC(=C1)S(F)(F)(F)(F)F)C